3-bromo-propane-1,2-diol BrCC(CO)O